SC(CCC(=O)OC(CCCCCCC)OC(CCC(C)S)=O)C octanediol bis(4-mercapto valerate)